ClC1=CC=C(C=N1)C1(CCN(CC1)C1=C(C=C(C=C1)C(F)(F)F)C#N)C(=O)N[C@@H]1CN(CC1)C 4-(6-chloropyridin-3-yl)-1-[2-cyano-4-(trifluoromethyl)phenyl]-N-[(3S)-1-methylpyrrolidin-3-yl]piperidine-4-carboxamide